(1s,3s)-3-(3-(2-(2-formyl-3-hydroxyphenoxy)acetamido)-1H-pyrazol-5-yl)cyclobutyl isopropylcarbamate C(C)(C)NC(OC1CC(C1)C1=CC(=NN1)NC(COC1=C(C(=CC=C1)O)C=O)=O)=O